3-[(R)-ethylsulfinyl]-N'-hydroxy-5-(trifluoromethyl)pyridine-2-carboxamidine C(C)[S@@](=O)C=1C(=NC=C(C1)C(F)(F)F)C(=NO)N